(4-bromophenyl)-N,N-dimethylcyclobutylamine BrC1=CC=C(C=C1)C1(CCC1)N(C)C